C1(=CC=CC=C1)S(=O)(=O)CCC1=CC=C(C(=O)O)C=C1 4-(2-(phenylsulfonyl)ethyl)benzoic acid